N1C(=NC2=C1C=CC=C2)C(=O)N[C@H](C(=O)NC=2C(N(C=CC2)CC(=O)NC2C1CC3CC(CC2C3)C1)=O)CCC(C(=O)NC)=O (S)-2-(1H-benzo[d]imidazole-2-carboxamido)-N1-(1-(2-(2-adamantylamino)-2-oxoethyl)-2-oxo-1,2-dihydropyridin-3-yl)-N6-methyl-5-oxohexanediamide